4-benzyl-2,6-difluoromethoxybenzene C(C1=CC=CC=C1)C1=CC(=CC(=C1)OCF)OCF